3,5-di-tert-butyl-4-hydroxy-phenylpropionat C(C)(C)(C)C=1C=C(C=C(C1O)C(C)(C)C)OC(CC)=O